C(C)(C)(C)C=1C=C(C=C(C1O)C(C)(C)C)C(C(=O)OCCSCCOC(C(C)C1=CC(=C(C(=C1)C(C)(C)C)O)C(C)(C)C)=O)C thiodiethylene glycol bis[(3,5-di-t-butyl-4-hydroxyphenyl)propionate]